1-(3-(3-(1H-pyrazol-1-yl)quinoxaline-6-carbonyl)phenyl)-3-(3,4-difluorophenyl)urea N1(N=CC=C1)C=1C=NC2=CC=C(C=C2N1)C(=O)C=1C=C(C=CC1)NC(=O)NC1=CC(=C(C=C1)F)F